4-(3-(Pyrrolidin-1-carbonyl)-5-(trifluoromethyl)pyridin-2-yl)piperazine-1-carboxylic acid N1(CCCC1)C(=O)C=1C(=NC=C(C1)C(F)(F)F)N1CCN(CC1)C(=O)O